CC1(OC2(C(O1)C[C@]13[C@@H](CC[C@H]1C([C@H]2C3)(C)C)C)C)C (4aR,5R,7aS,9R)-octahydro-2,2,5,8,8,9a-hexamethyl-4H-4a,9-methanoazuleno-[5,6-d]-1,3-dioxole